2-((2S,6R)-2,6-dimethylpiperidin-1-yl)acetic acid C[C@@H]1N([C@@H](CCC1)C)CC(=O)O